N[C@H](C(=O)OCCCCC)COC(C)(C)C pentyl (S)-2-amino-3-tertiary-butoxypropionate